[Cr].[Co].[Cu] copper-cobalt-chromium